C(C=CCCCCCCC)(=O)[O-] 9E-decenoate